3,6-di-phenyl-9H-carbazole C1(=CC=CC=C1)C=1C=CC=2NC3=CC=C(C=C3C2C1)C1=CC=CC=C1